CC=1C(=NC=C(C1)NC(C(=O)N1C(CCC(C1)C)C=1C=CC2=C(N=C(S2)C(F)(F)F)C1)=O)NC(OC(C)(C)C)=O rac-tert-butyl N-[3-methyl-5-[[2-[5-methyl-2-[2-(trifluoromethyl)-1,3-benzothiazol-5-yl]-1-piperidyl]-2-oxo-acetyl]amino]-2-pyridyl]carbamate